C(/C1=CC=CC=C1)=N\NS(=O)(=O)C1=CC=C(C=C1)C (E)-N'-benzylidene-4-methylbenzenesulfonohydrazide